N-[3-[3-[4-(hydroxymethyl)phenyl]imidazo[1,2-b]pyridazin-6-yl]phenyl]meth-anesulfonamide OCC1=CC=C(C=C1)C1=CN=C2N1N=C(C=C2)C=2C=C(C=CC2)NS(=O)(=O)C